5-phenyl-3,5-dihydro-pyrrolo[3,2-d]Pyrimidin-4-one C1(=CC=CC=C1)N1C=CC=2N=CNC(C21)=O